tert-butyl 2,8-bis-(4,4,5,5-tetramethyl-1,3,2-dioxaborolan-2-yl)-10H-phenoxazine-10-carboxylate CC1(OB(OC1(C)C)C1=CC=2N(C3=CC(=CC=C3OC2C=C1)B1OC(C(O1)(C)C)(C)C)C(=O)OC(C)(C)C)C